FC=1C=C(OCC2=NC3=CC=CC=C3C=C2)C=CC1C1=NN(C=C1C1=CC=NC=C1)C 2-[3-Fluoro-4-(1-methyl-4-pyridin-4-yl-1H-pyrazol-3-yl)-phenoxymethyl]-quinoline